methyl (R)-2-(N-(4-((4-cyano-6-(2-methylmorpholino)pyridin-2-yl)carbamoyl)-3-(6-azaspiro[2.5]octan-6-yl)phenyl)sulfamoyl)acetate C(#N)C1=CC(=NC(=C1)N1C[C@H](OCC1)C)NC(=O)C1=C(C=C(C=C1)NS(=O)(=O)CC(=O)OC)N1CCC2(CC2)CC1